COC1=CC2=C(C(=CC=3C(C=4C=C(C=CC4C23)C2=CC=C(C=C2)C(C)(C)C)(C)C)O)C=C1OC 2,3-dimethoxy-7,7-dimethyl-9-(4-tert-butylphenyl)-7H-benzo[C]fluoren-5-ol